5-acetoxy-2-adamantanone C(C)(=O)OC12CC3C(C(CC(C1)C3)C2)=O